6-((benzyl-(methyl)amino)methyl)-N4-(2-methoxyphenyl)pyrimidine-2,4-diamine C(C1=CC=CC=C1)N(C)CC1=CC(=NC(=N1)N)NC1=C(C=CC=C1)OC